6-(4-isopropyl-3-(5,6,7,8-tetrahydroimidazo[1,2-a]pyrazin-2-yl)-1H-pyrazol-5-yl)-8-methyl-[1,2,4]triazolo[1,5-a]pyridine C(C)(C)C=1C(=NNC1C=1C=C(C=2N(C1)N=CN2)C)C=2N=C1N(CCNC1)C2